2-((S)-2-(1-oxo-3,4-dihydroisoquinolin-2(1H)-yl)propanamido)butanoic acid O=C1N(CCC2=CC=CC=C12)[C@H](C(=O)NC(C(=O)O)CC)C